5-hydroxy-1H-isoindole-1,3(2H)-dione OC=1C=C2C(NC(C2=CC1)=O)=O